N(=[N+]=[N-])CCOCCOCCOCCOCCC(NCC(C(CS(=O)(=O)C)N(C(O)=O)CCC(OCC)OCC)(C)C)=O.N1(N=CC2=CC=CC=C12)CC=O 2-(1H-indazol-1-yl)ethan-1-one 1-azido-18,18-dimethyl-20-methylsulfonyl-15-oxo-3,6,9,12-tetraoxa-16-azaicosan-19-yl-(3,3-diethoxypropyl)carbamate